4-(((4-(2,4-dioxo-3,4-dihydropyrimidin-1(2H)-yl)phenyl)(amino)methyl)piperidin-1-yl)pyridazine-3-carboxamide O=C1N(C=CC(N1)=O)C1=CC=C(C=C1)C(N)C1N(CCCC1)C1=C(N=NC=C1)C(=O)N